3-[2-chloro-4-fluoro-5-(4-pyridinyl)-phenyl]-5-methyl-4H-isoxazole-5-carboxylic acid ethyl ester C(C)OC(=O)C1(CC(=NO1)C1=C(C=C(C(=C1)C1=CC=NC=C1)F)Cl)C